C(C=C)(=O)N1[C@@H](CN(C[C@@H]1C)C1=CC=C(C=C1)C=1C=2N(C=C(C1)C=1C=NN(C1)CCN1CCOCC1)N=CC2C#N)C 4-(4-((3R,5S)-4-propenoyl-3,5-dimethylpiperazin-1-yl)phenyl)-6-(1-(2-morpholinoethyl)-1H-pyrazol-4-yl)pyrazolo[1,5-a]pyridine-3-carbonitrile